CC1CC(=NO1)C1[C@H]2CN(C[C@@H]12)C(=O)OC(C)(C)C tert-butyl (1R,5S,6r)-6-(5-methyl-4,5-dihydro-1,2-oxazol-3-yl)-3-azabicyclo[3.1.0]hexane-3-carboxylate